6-hydroxy-5H,7H,8H-imidazo[1,2-a]pyridine-6-carboxylic acid OC1(CCC=2N(C1)C=CN2)C(=O)O